ClC1=C(C=C2C(=C(C(N(C2=N1)C=1C(=NC=CC1C(C)C)C(C)C)=O)C#N)N1CCN(CC1)C(=O)OC(C)(C)C)F tert-Butyl 4-(7-chloro-3-cyano-1-(2,4-diisopropylpyridin-3-yl)-6-fluoro-2-oxo-1,2-dihydro-1,8-naphthyridin-4-yl)piperazine-1-carboxylate